NC1=C2N=CN(C2=NC(=N1)Cl)[C@H]1[C@H]([C@@H]([C@H](O1)COC(C(=O)O)C(=O)O)O)F 2-(((2R,3R,4S,5R)-5-(6-amino-2-chloro-9H-purin-9-yl)-4-fluoro-3-hydroxytetrahydrofuran-2-yl)methoxy)malonic acid